Cl.[Si](C)(C)(C(C)(C)C)OCCN([S@@](=O)C(C)(C)C)[C@H]1CCC2=C(C=CC=C12)C1=NOC(=N1)C1=CC(=C(C=C1)OC(C)C)C#N (S)-N-(2-((tert-butyldimethylsilyl)oxy)ethyl)-N-((1S)-4-(5-(3-cyano-4-(2-propyloxy)phenyl)-1,2,4-oxadiazol-3-yl)-2,3-dihydro-1H-inden-1-yl)-2-methylpropan-2-sulfinamide hydrochloride